6-chloro-2-(methylsulfonyl)-N-phenylpyrimidin ClC1=CC=NC(N1C1=CC=CC=C1)S(=O)(=O)C